Cl.C1(=CC=CC2=CC=CC=C12)OCCC1=C(C(=O)N)C=CC=C1 [2-(1-naphthoxy)ethyl]-benzamide hydrochloride